OC1C(CC(C(C1)C(=O)OC)O)C(=O)OC dimethyl 2,5-dihydroxycyclohexane-1,4-dicarboxylate